N'-[(3aS,7aS)-3a-(3,4-dimethoxyphenyl)-1-methyl-3,4,5,6,7,7a-hexahydro-2H-indol-6-yl]-4-methyl-benzenesulfonohydrazide COC=1C=C(C=CC1OC)[C@@]12CCN([C@H]2CC(CC1)NNS(=O)(=O)C1=CC=C(C=C1)C)C